2-Amino-6-((3S,4S)-4-amino-3-methyl-2-oxa-8-aza-spiro[4.5]dec-8-yl)-3-(2,3-dichloro-phenyl)-5-methyl-3H-pyrimidin-4-one NC1=NC(=C(C(N1C1=C(C(=CC=C1)Cl)Cl)=O)C)N1CCC2([C@@H]([C@@H](OC2)C)N)CC1